Tert-butyl [(1S,3R)-3-aminocyclohexyl]carbamate N[C@H]1C[C@H](CCC1)NC(OC(C)(C)C)=O